C(C1=CC=CC=C1)OC=1C=C2CCC(=C(C2=CC1)C1=C(C=C(C=C1)N1CCC(CC1)C(OC)OC)OC)C1=CCCCC1 1-(4-(6-(benzyloxy)-2-(cyclohex-1-en-1-yl)-3,4-dihydronaphthalen-1-yl)-3-methoxyphenyl)-4-(dimethoxymethyl)piperidine